tetramethyluronium hexafluorophosphate F[P-](F)(F)(F)(F)F.CN(C(=[N+](C)C)O)C